CC1=CC=C(O1)O 5-methylfuranol